FC1=C(OC2=C(C(=NC=C2)N)C#CCN2CCN(CC2)C)C=CC(=C1)[N+](=O)[O-] 4-(2-Fluoro-4-nitrophenoxy)-3-(3-(4-methylpiperazin-1-yl)prop-1-ynyl)pyridin-2-amine